2-{5-bromo-3H-imidazo[4,5-b]pyridin-3-yl}-4-(difluoromethyl)benzonitrile BrC1=CC=C2C(=N1)N(C=N2)C2=C(C#N)C=CC(=C2)C(F)F